C(C)(C)(C)C1=C(OCC2CN(C2)C(C(=O)O)=O)C=CC=C1 (3-[(2-tert-butylphenoxy)methyl]azetidin-1-yl)(oxo)acetic acid